C=1(C(=CC=C2C=CC=CC12)S(=O)(=O)[O-])S(=O)(=O)OC methyl naphthalenedisulfonate